[Pb].C1(C=CCC1)=O cyclopentenone lead